C(C)C1CC(C1)CN1N=C(N=C1)C(=O)N 1-(((1r,3r)-3-ethylcyclobutyl)methyl)-1H-1,2,4-triazole-3-carboxamide